FC=1C=C(C=NC1)C1=NC(=C2N=CN(C2=N1)[C@H]1[C@@H]([C@@H]([C@H](O1)C(=O)NC)O)O)NCC1=NC(=CC=C1)C (2s,3s,4r,5r)-5-(2-(5-fluoropyridin-3-yl)-6-(((6-methylpyridin-2-yl)methyl)amino)-9H-purin-9-yl)-3,4-dihydroxy-N-methyltetrahydrofuran-2-carboxamide